dipyridinyldisulfane N1=C(C=CC=C1)SSC1=NC=CC=C1